O=C(/C=C/C(=O)O)NCC1CN(C=2N(C1)N=CC2)C2=CC=C(C=C2)C(F)(F)F (E)-4-oxo-4-(((4-(4-(trifluoromethyl)phenyl)-4,5,6,7-tetrahydropyrazolo[1,5-a]pyrimidin-6-yl)methyl)amino)but-2-enoic acid